3-methyl-7-((1r,4r)-4-(5-methylisothiazol-4-yl)cyclohexyl)-5-((3-(trifluoromethyl)pyrazin-2-yl)methyl)pyrido[2,3-b]pyrazin-6(5H)-one CC1=CN=C2C(=N1)N(C(C(=C2)C2CCC(CC2)C=2C=NSC2C)=O)CC2=NC=CN=C2C(F)(F)F